C(C)OC(C(=O)O)(C)OCC 2,2-diethoxypropionic acid